1,3,5-tris-(4-hydroxyphenyl)-benzol OC1=CC=C(C=C1)C1=CC(=CC(=C1)C1=CC=C(C=C1)O)C1=CC=C(C=C1)O